1,3-dihydroxypropan-2-yl heneicosanoate C(CCCCCCCCCCCCCCCCCCCC)(=O)OC(CO)CO